COC1=CC=C(/C=C/C=O)C=C1 Trans-4-Methoxycinnamaldehyde